BrC1=CC2=C(CNS2(=O)=O)C=C1 6-bromo-2,3-dihydrobenzo[d]isothiazole 1,1-dioxide